1-(2-methyl-5-((2-(trifluoromethyl)pyridin-3-yl)methoxy)benzofuran-3-yl)cyclopropane-1-carbonitrile CC=1OC2=C(C1C1(CC1)C#N)C=C(C=C2)OCC=2C(=NC=CC2)C(F)(F)F